1,1-Difluoroethan FC(C)F